5-(3-(3-methyl-2-oxoimidazolidin-1-yl)piperidin-1-yl)-3-((4-(piperidin-4-yl)phenyl)amino)pyrazine-2-carboxamide CN1C(N(CC1)C1CN(CCC1)C=1N=C(C(=NC1)C(=O)N)NC1=CC=C(C=C1)C1CCNCC1)=O